4-(4-((1S,4S)-2,5-diazabicyclo[2.2.2]octan-2-yl)-2-((1-((dimethylamino)methyl)cyclopropyl)methoxy)-5,8-dihydropyrido[3,4-d]pyrimidin-7(6H)-yl)-5-bromonaphthalen [C@@H]12N(C[C@@H](NC1)CC2)C=2C1=C(N=C(N2)OCC2(CC2)CN(C)C)CN(CC1)C1=CC=CC2=CC=CC(=C12)Br